C1(=CC=CC=C1)C1=C(C(=CC=C1)C1=CC=CC=C1)C=1C(=C(C(=CC1)OC)PC1=CC=CC=C1O)OC 6-{[2,6-bis(phenyl)phenyl-(2,6-dimethoxyphenyl)]-phosphino}-phenol